tert-butyl (3R,4R)-4-(((7-(((6-chloroimidazo[1,2-a]pyridin-2-yl)methyl)amino)-3-isopropylpyrazolo[1,5-a]pyrimidin-5-yl)amino)methyl)-3-hydroxypiperidine-1-carboxylate ClC=1C=CC=2N(C1)C=C(N2)CNC2=CC(=NC=1N2N=CC1C(C)C)NC[C@@H]1[C@H](CN(CC1)C(=O)OC(C)(C)C)O